2,4,5-trifluorobenzoate FC1=C(C(=O)[O-])C=C(C(=C1)F)F